BrC1=C(C(=CC(=C1)C(C)(C)C)Cl)Cl 1-bromo-2,3-dichloro-5-(1,1-dimethylethyl)-benzene